BrC=1C=C(C(=C(C1)N1C[C@H](N(CC1)C(=O)OC(C)(C)C)C)[N+](=O)[O-])F |r| tert-butyl rac-(2R)-4-(5-bromo-3-fluoro-2-nitro-phenyl)-2-methyl-piperazine-1-carboxylate